COC(N[C@@H](CC\C=C\C(=O)N(C)C)C(NC=1C(N(C(=CC1)C)CC=1NC2=C(C(=NC=C2F)CC(C)C)N1)=O)=O)=O methyl-N-[(E,1S)-6-(dimethylamino)-1-[[1-[(7-fluoro-4-isobutyl-1H-imidazo[4,5-c]pyridin-2-yl)methyl]-6-methyl-2-oxo-3-pyridyl]carbamoyl]-6-oxo-hex-4-enyl]carbamate